1-(2-(3-(3-((4-methyl-4H-1,2,4-triazol-3-yl)methyl)oxetan-3-yl)phenyl)-3-oxo-7-(trifluoromethyl)isoindolin-5-yl)ethyl methanesulfonate CS(=O)(=O)OC(C)C=1C=C2C(N(CC2=C(C1)C(F)(F)F)C1=CC(=CC=C1)C1(COC1)CC1=NN=CN1C)=O